O[C@H]1[C@@H]([C@H]([C@H](C1)O)C\C=C/CCCC(=O)OC=1C=CC=NC1C)CC[C@H](CCC1=CC=CC=C1)O 5-(((Z)-7-((1R,2R,3R,5S)-3,5-dihydroxy-2-((R)-3-hydroxy-5-phenylpentyl)cyclopentyl)hept-5-enoyl)oxy)-6-methylpyridine